NC(C(C)(C)N1N=NC(=C1)C(=O)O)=O 1-(1-amino-2-methyl-1-oxopropan-2-yl)-1H-1,2,3-triazole-4-carboxylic acid